carbazole-5-carboxylic acid methyl ester COC(=O)C=1C=2C=3C=CC=CC3NC2C=CC1